C(C)(C)S(=O)(=NCC1=CC=C(C=C1)C1=NOC(=N1)C(F)(F)F)C1=CC=CC=C1 isopropyl(phenyl)((4-(5-(trifluoromethyl)-1,2,4-oxadiazol-3-yl)benzyl)imino)-λ6-sulfanone